O=C1C=C(N=C2N1C=CC=C2)C(=O)NCC=2N=C1N(C=C(C=C1)CNCC1COCC1)C2 4-oxo-N-[[6-({[(oxolan-3-yl)methyl]amino}methyl)imidazo[1,2-a]pyridin-2-yl]methyl]-4H-pyrido[1,2-a]pyrimidine-2-carboxamide